NC1=NC=2C=NC(=CC2C2=C1COC2)C(=O)N2[C@H](COC[C@H]2C)C=2N=NC(=CC2)OC (4-amino-1,3-dihydrofuro[3,4-c][1,7]naphthyridin-8-yl)((3S,5R)-3-(6-methoxypyridazin-3-yl)-5-methylmorpholino)methanone